FC=1C=C(C=CC1F)Cl 3,4-difluoro-1-chlorobenzene